6-(2-oxoindol-3-ylidene)-1,4,5,6-tetrahydrocyclopenta[b]pyrrole-3-carboxamide O=C1NC2=CC=CC=C2C1=C1CCC2=C1NC=C2C(=O)N